N-methyl-5-[[1-[2-oxo-2-[(2S,4S)-2-cyano-4-fluoro-pyrrolidin-1-yl]ethyl]-4-piperidyl]amino]-N-phenyl-quinoline-8-carboxamide CN(C(=O)C=1C=CC(=C2C=CC=NC12)NC1CCN(CC1)CC(N1[C@@H](C[C@@H](C1)F)C#N)=O)C1=CC=CC=C1